3-(2,6-difluoro-3,5-dimethoxyphenyl)-7-(1,3-dimethyl-1H-pyrazol-4-yl)-1-(pyrimidin-2-yl)-3,4-dihydropyrido[4,3-d]pyrimidin-2(1H)-one FC1=C(C(=C(C=C1OC)OC)F)N1C(N(C2=C(C1)C=NC(=C2)C=2C(=NN(C2)C)C)C2=NC=CC=N2)=O